BrC1=CC=C(C=C1)C12C(C3=C(C=NC=C3OC)O1)(C(C(C2C2=CC=CC=C2)C(=O)[O-])OS(=O)(=O)C)O 7a-(4-bromophenyl)-4b-hydroxy-4-methoxy-5-((methylsulfonyl)oxy)-7-phenyl-4b,6,7,7a-tetrahydro-5H-cyclopenta[4,5]furo[2,3-c]pyridine-6-carboxylate